C(C)C=1C(=NC=NC1)N1CCN(CC1)CC1=NC2=C(N1)C=C(C=C2)COCCOC 2-((4-(5-ethylpyrimidin-4-yl)piperazin-1-yl)methyl)-6-((2-methoxyethoxy)methyl)-1H-benzo[d]imidazole